N1=CC=CC2=C1NC=1C(NN=CC12)=O 7,9-dihydro-8H-pyrido[3',2':4,5]pyrrolo[2,3-d]pyridazin-8-one